N-(1-(3-((2,6-dioxopiperidin-3-yl)amino)phenyl)piperidin-4-yl)-1'-((7-ethyl-6-oxo-5,6-dihydro-1,5-naphthyridin-3-yl)methyl)-1',2',3',6'-tetrahydro-[3,4'-bipyridine]-6-carboxamide O=C1NC(CCC1NC=1C=C(C=CC1)N1CCC(CC1)NC(=O)C1=CC=C(C=N1)C=1CCN(CC1)CC=1C=NC=2C=C(C(NC2C1)=O)CC)=O